O=C1NC(CCC1C1=CC=C(C=C1)N1CCC(CC1)C1CCN(CC1)CCN1CCN(CC1)C=1C=C2C(N(C(C2=CC1)=O)[C@H](CS(=O)(=O)C)C1=CC(=C(C=C1)OC)OCC)=O)=O 5-(4-(2-(1'-(4-(2,6-dioxopiperidin-3-yl)phenyl)-[4,4'-bipiperidin]-1-yl)ethyl)-piperazin-1-yl)-2-((S)-1-(3-ethoxy-4-methoxyphenyl)-2-(methylsulfonyl)ethyl)isoindoline-1,3-dione